5-methyl-6-oxo-8-(4-(phthalazin-1-yloxy)piperidin-1-yl)-5,6-dihydro-1,5-naphthyridine-2-carbonitrile CN1C=2C=CC(=NC2C(=CC1=O)N1CCC(CC1)OC1=NN=CC2=CC=CC=C12)C#N